BrC=1C2=C(C(=NC1N[C@H]1[C@H](CCCC1)NC(OC(C)(C)C)=O)NC=1C=C(C=CC1)C)C(NC2)=O tert-butyl (1S,2R)-2-(7-bromo-3-oxo-4-(m-tolylamino)-2,3-dihydro-1H-pyrrolo[3,4-c]pyridin-6-ylamino)cyclohexylcarbamate